4-(3-Carboxy-2,5-dihydroxyphenyl)-6-(3,4-dihydroxyphenyl)-1,3,5-triazin-2-one C(=O)(O)C=1C(=C(C=C(C1)O)C1=NC(NC(=N1)C1=CC(=C(C=C1)O)O)=O)O